(3S,11aR)-7-((3,5-difluoro-4-((2-(trifluoromethyl)pyridin-4-yl)oxy)benzyl)oxy)-6-chloro-3,4-dihydro-1H,9H,11H-3,11a-methanopyrimido[6',1':2,3]imidazo[5,1-c][1,4]oxazin-9-one FC=1C=C(COC2=NC(N3C(N4[C@@]5(CO[C@H](C4)C5)C3)=C2Cl)=O)C=C(C1OC1=CC(=NC=C1)C(F)(F)F)F